ClC1=CC2=C(CCC3=C(N2CCCCN2C(C4=CC=CC=C4C2=O)=O)C=CC=C3COCCOC)C=C1 2-[4-(7-Chloro-2-methoxyethoxymethyl-10,11-dihydro-dibenzo[b,f]azepin-5-yl)-butyl]-isoindole-1,3-dione